COC1=NC=CC(=C1)N1N=C(N=C1)N 1-(2-methoxy-4-pyridyl)-1,2,4-triazol-3-amine